2-(2-(2-methoxyethoxy)ethoxy)-2-methoxyethanethiol COCCOCCOC(CS)OC